N-(4-Methoxy-1H-imidazo[4,5-c]pyridin-2-yl)-5-(6-methoxypyridin-3-yl)-1,3,4-oxadiazol-2-amine COC1=NC=CC2=C1N=C(N2)NC=2OC(=NN2)C=2C=NC(=CC2)OC